OC1=C(C(=CC(=C1C(=O)NS(=O)(=O)\C=C\C)CCCCC)O)C1=C(C=CC(=C1)C)C(=C)C (E)-2,6-dihydroxy-5'-methyl-4-pentyl-N-(prop-1-en-1-ylsulfonyl)-2'-(prop-1-en-2-yl)-[1,1'-biphenyl]-3-carboxamide